ClC1=CC=C(C=C1)C=1C2=C(N=C(N1)C(C(F)(F)F)(F)F)N1C(C=C2)=NC(=C1)C(=O)OCC ethyl 4-(4-chlorophenyl)-2-(perfluoroethyl)imidazo[1',2':1,6]pyrido[2,3-d]pyrimidine-8-carboxylate